[N+](=O)([O-])C1=CC=C(C=C1)S(=O)(=O)N1CC12C1(CCCC1)CN(CC2)C(=O)OC(C)(C)C tert-butyl 1-((4-nitrophenyl)sulfonyl)-1,10-diazadispiro[2.0.44.43]dodecane-10-carboxylate